1-(4-chlorophenyl)-N-((1R,2R)-1-(2,3-dihydrobenzo[b][1,4]dioxin-6-yl)-1-hydroxy-3-(piperidin-1-yl)propan-2-yl)pyrrolidine-3-carboxamide ClC1=CC=C(C=C1)N1CC(CC1)C(=O)N[C@@H]([C@H](O)C1=CC2=C(OCCO2)C=C1)CN1CCCCC1